C(#N)C1=CC=C(COC2=CC=CC(=N2)C2CCN(CC2)CC2=NC3=C(N2CC2OCCC2)C=C(C=C3)C(=O)O)C=C1 2-[(4-{6-[(4-cyanobenzyl)oxy]pyridin-2-yl}piperidin-1-yl)methyl]-1-(tetrahydrofuran-2-ylmethyl)-1H-benzimidazole-6-carboxylic acid